C1NC[C@@H]2[C@@H]1CC[C@H]2N2C(=NC1=C3CC[C@@H](NC3=CC=C12)C)CC1=CC=CC=C1 (7S)-3-[(3aS,4R,6aS)-Octahydrocyclopenta[c]pyrrol-4-yl]-2-benzyl-7-methyl-3H,6H,7H,8H,9H-imidazo[4,5-f]chinolin